S-(2-boronoethyl)-L-cysteine B(O)(O)CCSC[C@H](N)C(=O)O